CC1=CC=2C(N3C(=NC2C(=C1)[C@@H](C)NC1=C(C(=O)O)C=CC=C1)C1(CC3)CCCCC1)=O (R)-2-((1-(7'-methyl-9'-oxo-1',2'-dihydro-9'H-spiro[cyclohexane-1,3'-pyrrolo[2,1-b]quinazolin]-5'-yl)ethyl)amino)benzoic acid